(5-methoxy-pyridin-3-yl)-methanol COC=1C=C(C=NC1)CO